C(=O)(O)CC(C(=O)SCCNC(CCNC([C@@H](C(COP(OP(OC[C@@H]1[C@H]([C@H]([C@@H](O1)N1C=NC=2C(N)=NC=NC12)O)OP(=O)(O)O)(=O)O)(=O)O)(C)C)O)=O)=O)CCC(=O)O carboxymethylglutaryl-CoA